tert-butyl (12aR)-9-bromo-10-chloro-7-methoxy-3,4,12,12a-tetrahydro-6H-pyrazino[2,1-c][1,4]benzoxazepine-2(1H)-carboxylate BrC1=C(C2=C(CN3[C@@H](CO2)CN(CC3)C(=O)OC(C)(C)C)C(=C1)OC)Cl